O-ethyl S,S-di-propyl phosphorodithioate P(OCC)(SCCC)(=O)SCCC